C1(=CC=CC=C1)N1C=2C=CC3=C(C2C=2C4=C(C=CC12)C=CC=C4)C=CC=C3 7-phenyl-7H-dibenzo[c,G]carbazole